CC1=CC2=C(C(N3[C@@H](CO2)C[C@@H](C3)OC3=CC=C2CCC(NC2=C3)=O)=O)C(=C1)OCC1OCCC1 (2S,11aR)-8-methyl-2-((2-oxo-1,2,3,4-tetrahydroquinolin-7-yl)oxy)-6-((tetrahydrofuran-2-yl)methoxy)-2,3,11,11a-tetrahydro-1H,5H-benzo[f]pyrrolo[2,1-c][1,4]oxazepin-5-one